NC1=CC=C(C(=C1C(=O)N(C)C)F)C=1C(=C2C(=NC1)NC[C@@]21C[C@@H](CC1)N1N=CC(=C1N)C)Cl 6-Amino-3-((1S,3R)-3-(5-amino-4-methyl-1H-pyrazol-1-yl)-4'-chloro-1',2'-dihydrospiro[cyclopentane-1,3'-pyrrolo[2,3-b]pyridin]-5'-yl)-2-fluoro-N,N-dimethylbenzamide